5-(2-cyclopropylpyridin-4-yl)-1,3,4-oxathiazol-2-one C1(CC1)C1=NC=CC(=C1)C1=NSC(O1)=O